7-(4-bromo-3-chloro-benzoyl)-N-[(4-cyano-2-fluoro-phenyl)methyl]-2-[4-(cyclopropoxy)phenyl]-3-oxo-6,8-dihydro-5H-imidazo[1,5-a]pyrazine-1-carboxamide BrC1=C(C=C(C(=O)N2CC=3N(CC2)C(N(C3C(=O)NCC3=C(C=C(C=C3)C#N)F)C3=CC=C(C=C3)OC3CC3)=O)C=C1)Cl